NC=1N(N=C2CN(CCC21)S(=O)(=O)C2COC2)C(=O)[C@H]2CCNC1=C(C=CC=C21)C |o1:19| (S*)-(3-amino-6-(oxetan-3-ylsulfonyl)-4,5,6,7-tetrahydro-pyrazolo[3,4-c]pyridin-2-yl)(8-methyl-1,2,3,4-tetrahydro-quinolin-4-yl)methanone